(Z)-4-((5-(difluoro-methoxy)pyridin-2-yl)oxy)-N'-hydroxybenzoamidine FC(OC=1C=CC(=NC1)OC1=CC=C(/C(=N/O)/N)C=C1)F